C(CCC)[Zn]CCCC din-butyl-zinc